trityloxyaluminum C(C1=CC=CC=C1)(C1=CC=CC=C1)(C1=CC=CC=C1)O[Al]